Tert-butyl-((3R,5R)-1-(2-(1-(cyclopropylmethyl)-6-(3-oxoisoindolin-5-yl)-1H-pyrrolo[2,3-b]pyridin-2-yl)-3-methylbenzofuran-6-carbonyl)-5-fluoropiperidin-3-yl) carbamate C(N)(O[C@H]1C(N(C[C@@H](C1)F)C(=O)C1=CC2=C(C(=C(O2)C2=CC=3C(=NC(=CC3)C=3C=C4C(NCC4=CC3)=O)N2CC2CC2)C)C=C1)C(C)(C)C)=O